((3aR,6aS)-5-(4,6-dimethylpyrimidin-2-yl)hexahydropyrrolo[3,4-c]pyrrol-2(1H)-yl)(2-(o-tolyl)indolizine-1-yl)methanone CC1=NC(=NC(=C1)C)N1C[C@@H]2[C@H](C1)CN(C2)C(=O)C=2C(=CN1C=CC=CC21)C2=C(C=CC=C2)C